2-(3-Amino-2-methoxy-phenyl)-4,6-dihydropyrrolo[3,4-d]thiazole-5-carboxylate NC=1C(=C(C=CC1)C=1SC2=C(N1)CN(C2)C(=O)[O-])OC